nickel-iron-manganese oxyhydroxide O(O)O.[Mn].[Fe].[Ni]